C1(CC1)CN1[C@H]2[C@@]3(CC[C@H](C4[C@@]3(C=3C(=C(C=CC3C2)O)O4)CC1)O)O 17-(cyclopropylmethyl)-4,5-epoxymorphinan-3,6β,14-triol